CC(CN)C(C(C(C(C(CN)C)C)C)C)C 2,3,4,5,6,7-hexamethyl-1,8-octanediamine